N-(2-(4-(azidomethyl)piperidin-1-yl)ethyl)-4-(3,6-dihydro-2H-pyran-4-yl)benzenesulfonamide N(=[N+]=[N-])CC1CCN(CC1)CCNS(=O)(=O)C1=CC=C(C=C1)C=1CCOCC1